2-((S)-1-(1-(5-ethylpyrimidin-2-yl)piperidin-4-yl)ethoxy)-5-(6-(trifluoromethyl)pyridin-3-yl)thiazolo[5,4-b]pyridin C(C)C=1C=NC(=NC1)N1CCC(CC1)[C@H](C)OC=1SC2=NC(=CC=C2N1)C=1C=NC(=CC1)C(F)(F)F